5-Cyclobutyl-6-methylpyridin-2-amine C1(CCC1)C=1C=CC(=NC1C)N